2-[2-(3,3-difluoropyrrolidin-1-yl)-4-phenyl-3-pyridinyl]-3,4,6,7-tetrahydroimidazo[4,5-c]pyridine-5-carboxylic acid tert-butyl ester C(C)(C)(C)OC(=O)N1CC2=C(CC1)N=C(N2)C=2C(=NC=CC2C2=CC=CC=C2)N2CC(CC2)(F)F